ethyl 3-[(3S,4S)-4-amino-3-methyl-2-oxa-8-azaspiro[4.5]decan-8-yl]-6-Bromo-5-methyl-pyrazine-2-carboxylate N[C@@H]1[C@@H](OCC12CCN(CC2)C=2C(=NC(=C(N2)C)Br)C(=O)OCC)C